N6-(4-amino-3-iodobenzyl)adenosine Tert-butyl-2-(2-amino-5-fluorophenyl)acetate C(C)(C)(C)C(C(=O)OC[C@@H]1[C@H]([C@H]([C@@H](O1)N1C=NC=2C(NCC3=CC(=C(C=C3)N)I)=NC=NC12)O)O)C1=C(C=CC(=C1)F)N